3-(9H-fluoren-9-ylmethoxycarbonyl amino)propanoate C1=CC=CC=2C3=CC=CC=C3C(C12)COC(=O)NCCC(=O)[O-]